4-((3-bromo-6-chloro-1-methyl-1H-pyrazolo[3,4-d]pyrimidin-4-yl)aminomethyl)benzenesulfonamide BrC1=NN(C2=NC(=NC(=C21)NCC2=CC=C(C=C2)S(=O)(=O)N)Cl)C